C12C(C3CC(CC(C1)C3)C2)CC(=O)NC2=CC3=C(NC(=N3)[C@@H](C3=CC=CC=C3)NC)C=C2 2-(2-Adamantyl)-N-[2-[(R)-methylamino(phenyl)methyl]-1H-benzimidazol-5-yl]acetamide